C(C)(=O)O[C@H]1[C@@H](OC[C@@H]1N1N=NC2=C1N=C(N=C2N[C@H]2[C@@H](C2)C2=CC(=C(C=C2)F)F)SCCC)C(OC)OC (2R,3R,4S)-4-(7-(((1R,2S)-2-(3,4-difluorophenyl)cyclopropyl)amino)-5-(propylthio)-3H-[1,2,3]triazolo[4,5-d]pyrimidin-3-yl)-2-(dimethoxymethyl)tetrahydrofuran-3-yl acetate